S(=O)(=O)(OBr)OBr dibromo sulfate